C(C)(C)(C)OC(=O)C(C)CCCCCCCC Decane-2-carboxylic acid tert-butyl ester